((3',4'-dichloro-[1,1'-biphenyl]-4-yl)methyl)-2-(dimethylamino)pentanamide ClC=1C=C(C=CC1Cl)C1=CC=C(C=C1)CC(C(=O)N)(CCC)N(C)C